Nα-methylnorleucine CN[C@@H](CCCC)C(=O)O